COC1=C2C(=NC(=C1)C1=CN(C3=CN=C(C=C31)CC(=O)N)C)C3(CCOCC3)OC2 (3-(4-methoxy-2',3',5',6'-tetrahydro-5H-spiro[furo[3,4-b]pyridin-7,4'-pyran]-2-yl)-1-methyl-1H-pyrrolo[2,3-c]pyridin-5-yl)acetamide